C1(CCC1)C1=CC(=NN1C1=CC2=C(OC(O2)(F)F)C=C1)N1CCN(CC1)CCN1CCOCC1 [2-[4-[5-cyclobutyl-1-(2,2-difluoro-1,3-benzodioxol-5-yl)pyrazol-3-yl]piperazin-1-yl]ethyl]morpholine